ClC1=C(COC2=CC=CC(=N2)C2CCN(CC2)CC2=NC3=C(N2C[C@H]2OCC2)C=C(C=C3)C(=O)OC)C=CC(=C1)C(=O)C1CC1 methyl (S)-2-((4-(6-((2-chloro-4-(cyclopropanecarbonyl)benzyl)-oxy)pyridin-2-yl)piperidin-1-yl)methyl)-1-(oxetan-2-ylmethyl)-1H-benzo[d]imidazole-6-carboxylate